trans-cycloheptyl-(5-(2-(piperidin-4-ylmethyl-amino)cyclopropyl)indolin-1-yl)methanone C1(CCCCCC1)C(=O)N1CCC2=CC(=CC=C12)[C@H]1[C@@H](C1)NCC1CCNCC1